Cl\C(=C/[C@H]1C([C@H]1C(=O)OCC=1C(=C(C=CC1)C1=CC=CC=C1)C)(C)C)\C(F)(F)F (2-methyl-[1,1'-biphenyl]-3-yl)methyl (1S,3S)-3-((Z)-2-chloro-3,3,3-trifluoroprop-1-en-1-yl)-2,2-dimethylcyclopropane-1-carboxylate